1-chloro-7-(2-fluoro-6-methyl-phenyl)-3-methoxy-5-nitro-isoquinoline ClC1=NC(=CC2=C(C=C(C=C12)C1=C(C=CC=C1C)F)[N+](=O)[O-])OC